6-bromo-1-(2-chloropyrimidin-4-yl)-N-(3-methoxypropyl)-1H-indol-2-amine BrC1=CC=C2C=C(N(C2=C1)C1=NC(=NC=C1)Cl)NCCCOC